OC1=CC=C(C=C1)C1=CC=CC=2N1N=C(N2)NC(=O)C2CC2 N-(5-(4-hydroxyphenyl)-[1,2,4]triazolo[1,5-a]pyridin-2-yl)cyclopropanecarboxamide